ClC1=C(C=CNN1[C@H]1CNCCC1)C (R)-6-chloro-5-methyl-N-(piperidin-3-yl)pyridazin